COC(=O)C1=NC=CN(C1=O)C(C)C 4-isopropyl-3-oxo-3,4-dihydropyrazine-2-carboxylic acid methyl ester